3-(trimethoxysilyl)propyl-N,N,N-trimethylammonium chloride [Cl-].CO[Si](CCC[N+](C)(C)C)(OC)OC